C(C1=CC(=C(N)C(=C1)CC)CC)C1=CC(=C(N)C(=C1)CC)CC 4,4'-Methylen-bis-(2,6-diethylanilin)